FC(COC=1C=CC2=C(C(=C(O2)C)C(=O)N[C@H](C(=O)N)[C@@H](C)O)C1)F (2S,3R)-2-{[5-(2,2-difluoroethoxy)-2-methyl-1-benzofuran-3-yl]formamido}-3-hydroxybutanamide